phenyl acrylate (phenyl acrylate) C1(=CC=CC=C1)C(C(=O)O)=C.C(C=C)(=O)OC1=CC=CC=C1